4,5-bis-(mercaptoethylthio)-1,10-dimercapto-3,8-dithiadecane SCCSC(SCCS)C(CCSCCS)SCCS